tert-butyl 4-(piperidin-4-ylmethyl)-piperidine-1-carboxylate N1CCC(CC1)CC1CCN(CC1)C(=O)OC(C)(C)C